ethyl-(dimethyl)(2-Phenylethyl)ammonium methyl-adamantyl-methacrylate CC(=C(C(=O)[O-])C)C12CC3CC(CC(C1)C3)C2.C(C)[N+](CCC2=CC=CC=C2)(C)C